tert-Butyl 3,5-dimethyl-2-(2-{[7-(5-methyl-1,2,4-oxadiazol-3-yl)isoquinolin-1-yl]amino}ethyl)-3H-imidazo[4,5-b]pyridine-6-carboxylate CN1C(=NC=2C1=NC(=C(C2)C(=O)OC(C)(C)C)C)CCNC2=NC=CC1=CC=C(C=C21)C2=NOC(=N2)C